2-amino-4-cyclobutyl-1,3-benzothiazole-6-carboxylic acid methyl ester COC(=O)C1=CC2=C(N=C(S2)N)C(=C1)C1CCC1